P(=O)(OCOC1=C(C=CC=C1)N=NC=1C(=NC(=CC1)N)N)([O-])[O-] ((2-((2,6-diaminopyridin-3-yl)diazenyl)phenoxy)methyl) phosphate